NCCC=1N=C(SC1)NC(OC(C)(C)C)=O tert-butyl N-[4-(2-aminoethyl)thiazol-2-yl]carbamate